(6R)-3-Methyl-2-{[2-(trimethylsilyl)ethoxy]methyl}-2H,4H,5H,6H-cyclopenta[c]pyrazol-6-amine CC1=C2C(=NN1COCC[Si](C)(C)C)[C@@H](CC2)N